BrC1=CC=C2C(=C(C(=NC2=C1)N)Cl)Cl 7-Bromo-3,4-dichloroquinolin-2-amine